(3β)-cholest-5-en-3-acrylate CC(C)CCC[C@@H](C)[C@H]1CC[C@H]2[C@@H]3CC=C4C[C@H](CC[C@]4(C)[C@H]3CC[C@]12C)C=CC(=O)[O-]